BrC1=CC=C2C(=C1)N(CC21CCOCC1)CC(CO)(C)C 3-(6-bromo-2',3',5',6'-tetrahydrospiro[indoline-3,4'-pyran]-1-yl)-2,2-dimethylpropan-1-ol